FC1=CC=C(C=C1)C1=NN2C(NCC(C2)O)=C1C=1C=CC(N(N1)C1=C(C=CC=C1)C)=O 6-[2-(4-fluorophenyl)-6-hydroxy-4,5,6,7-tetrahydropyrazolo[1,5-a]pyrimidin-3-yl]-2-(2-methylphenyl)-3(2H)-pyridazinone